C(C)(=O)C1=C(C=CC(=C1)OC)N1N=C(CC1=O)C 1-(2-acetyl-4-methoxyphenyl)-3-methyl-1H-pyrazol-5(4H)-one